C(C)(C)N(C(=O)C1=C(C=CC(=C1)F)N1C(=C(C=2C1=CN=CC2)C(=O)C2CCN(CC2)C(=O)[C@H]2N([C@H](CC2)C)C(=O)OC(C)(C)C)C)C(C)C tert-butyl (2S,5S)-2-(4-(1-(2-(diisopropylcarbamoyl)-4-fluorophenyl)-2-methyl-1H-pyrrolo[2,3-c]pyridine-3-carbonyl)piperidine-1-carbonyl)-5-methylpyrrolidine-1-carboxylate